2-(3-Boronophenyl)-5-methyl-1,3,4-oxadiazole B(O)(O)C=1C=C(C=CC1)C=1OC(=NN1)C